O6-(2-fluoroethyl)guanosine FCCOC=1C=2N=CN([C@H]3[C@H](O)[C@H](O)[C@@H](CO)O3)C2N=C(N1)N